C(#N)C1=C(N=C(S1)N(C=1C(=NN2C1C=C(C(=C2)F)N2CCN(CC2)C(=O)OC(C)(C)C)CC)C)C2=CC=C(C=C2)F tert-butyl 4-(3-((5-cyano-4-(4-fluorophenyl)thiazol-2-yl)(methyl)amino)-2-ethyl-6-fluoro Pyrazolo[1,5-a]pyridin-5-yl)piperazine-1-carboxylate